C(\C=C/C(=O)[O-])(=O)OCCCCCCCC\C=C/C[C@H](O)CCCCCC Ricinoleyl Monomaleate